BrC=1N=C(N(N1)CC)NC=1C=C2C(=CNC(C2=CC1)=O)Cl 6-[(5-bromo-2-ethyl-1,2,4-triazol-3-yl)amino]-4-chloro-2H-isoquinolin-1-one